(6Z)-N8-(trans-4-aminocyclohexyl)-6-(2-methoxyethoxyimino)-5,5-dimethyl-benzo[h]quinazoline-4,8-diamine N[C@@H]1CC[C@H](CC1)NC=1C=CC2=C(\C(\C(C=3C(=NC=NC23)N)(C)C)=N/OCCOC)C1